C(CCCCCC(C)C)OC(C=1C=C(C(=O)OCCC(C)C)C=CC1)=O isophthalic acid (iso-pentyl) (isononyl) ester